4-((2-cyanophenyl)thio)-6-(1-(2,2-difluoroethyl)-1H-pyrazol-4-yl)pyrazolo[1,5-a]pyridine-3-carbonitrile C(#N)C1=C(C=CC=C1)SC=1C=2N(C=C(C1)C=1C=NN(C1)CC(F)F)N=CC2C#N